N1(N=CC2=CC=CC=C12)C1=CC(=C(C=O)C=C1)B1OC(C(O1)(C)C)(C)C 4-indazol-1-yl-2-(4,4,5,5-tetramethyl-1,3,2-dioxaborolan-2-yl)benzaldehyde